N1(CCNCCC1)C=1C2=C(N=CN1)NC=C2 4-(1,4-diazacycloheptan-1-yl)-7H-pyrrolo[2,3-d]pyrimidine